C(\C=C/C(=O)[O-])(=O)[O-].C[N+](C)(C)C.C[N+](C)(C)C Tetramethyl-ammonium maleate